CC1N(CCC1)C1=NC=2N(C(=C1)C1=CC=C(C#N)C=C1)N=CN2 4-[5-(2-methylpyrrolidin-1-yl)-[1,2,4]triazolo[1,5-a]pyrimidin-7-yl]benzonitrile